C(C)OC(=O)C1CN(CCC1)C1=NC=NC2=C(C=C(C=C12)Cl)Cl 1-(6,8-dichloroquinazolin-4-yl)piperidine-3-carboxylic acid ethyl ester